3-(4-chlorophenyl)butanoic acid ClC1=CC=C(C=C1)C(CC(=O)O)C